3-bromo-N-[1-[3-[4-[(4-methoxyphenyl)methyl]-5-oxo-1,2,4-triazol-1-yl]pyrazin-2-yl]ethyl]-5-methylsulfonyl-benzamide BrC=1C=C(C(=O)NC(C)C2=NC=CN=C2N2N=CN(C2=O)CC2=CC=C(C=C2)OC)C=C(C1)S(=O)(=O)C